[Si](C1=CC=CC=C1)(C1=CC=CC=C1)(C(C)(C)C)OC(C(=O)O)CCCC ((tert-butyldiphenylsilyl)oxy)hexanoic acid